montanic amide C(CCCCCCCCCCCCCCCCCCCCCCCCCCC)(=O)N